C(#N)C1=CC=NN1CC1=CC(C(=C(N1CC)C1=CC(=C(C=C1)Cl)Cl)C(=O)OCC)=O ethyl 6-[(5-cyanopyrazol-1-yl)methyl]-2-(3,4-dichlorophenyl)-1-ethyl-4-oxo-pyridine-3-carboxylate